3-(4-(2-(2-azabicyclo[3.1.0]hexan-2-yl)-7,7-difluoro-6,7-dihydro-5H-cyclopenta[d]pyrimidin-4-yl)phenyl)oxetan-3-amine C12N(CCC2C1)C=1N=C(C2=C(N1)C(CC2)(F)F)C2=CC=C(C=C2)C2(COC2)N